(tert-butylsulfanyl)-2-chloroaniline C(C)(C)(C)SNC1=C(C=CC=C1)Cl